OC1=CC2=C(C=C(C=C2C=C1)S(=O)(=O)O)S(=O)(=O)O 2-Hydroxy-6,8-naphthalenedisulfonic acid